(R)-2-amino-3-(3-(3-ethylpyridin-2-yl)-5-fluorobenzamido)propanoic acid N[C@@H](C(=O)O)CNC(C1=CC(=CC(=C1)F)C1=NC=CC=C1CC)=O